(2,6-dimethylpiperazin-1-yl)(morpholino)methanone hydrochloride Cl.CC1N(C(CNC1)C)C(=O)N1CCOCC1